C([2H])([2H])([2H])N(C(C=CC=O)([2H])[2H])C([2H])([2H])[2H] 4-(bis(methyl-d3)amino)but-2-en-1-one-4,4-d2